C1(CC1)N1C=C(C(C2=CC(=C(C=C12)F)F)=O)C(=O)O 1-cyclopropyl-6,7-difluoro-4-oxo-1,4-dihydroquinoline-3-carboxylic acid